N-(6-(2H-1,2,3-triazol-2-yl)-5-(trifluoromethyl)pyridin-3-yl)-1-(2-Carbonyl-1,2-dihydrobenzo[cd]indol-6-yl)-5-(trifluoromethyl)-1H-pyrazole-4-carboxamide N=1N(N=CC1)C1=C(C=C(C=N1)NC(=O)C=1C=NN(C1C(F)(F)F)C=1C=2C3=C(C(NC3=CC1)=C=O)C=CC2)C(F)(F)F